ClC1=NC=CC(=N1)C(C(=O)OC)(C(=O)OC)OC Dimethyl 2-(2-chloropyrimidin-4-yl)-2-methoxymalonate